(S)-2-((6-Chloro-4-methyl-1-((2-(trimethylsilyl)ethoxy)methyl)-1H-pyrrolo[2,3-b]pyridin-2-yl)methyl)-5-fluoro-1'-(2,4,5-trifluorobenzyl)spiro[isoindoline-1,3'-pyrrolidine]-2',3-dione ClC1=CC(=C2C(=N1)N(C(=C2)CN2C(C1=CC(=CC=C1[C@@]21C(N(CC1)CC1=C(C=C(C(=C1)F)F)F)=O)F)=O)COCC[Si](C)(C)C)C